BrC1=CC=CC(=N1)C(=O)NC1C(CN(CC1)C(=O)OC(C)(C)C)(F)F tert-butyl 4-[(6-bromopyridine-2-carbonyl)amino]-3,3-difluoro-piperidine-1-carboxylate